2,5-di-tert-butyl-4-hydroxyanisole C(C)(C)(C)C1=C(C=C(C(=C1)O)C(C)(C)C)OC